(3,5-difluorophenyl)-3'-oxotetrahydro-3'H-spiro[azetidine-3,2'-pyrrolo[2,1-b]oxazole]-1-carboxylic acid tert-butyl ester C(C)(C)(C)OC(=O)N1CC2(C(N3C(O2)CCC3C3=CC(=CC(=C3)F)F)=O)C1